COCCOC1=CC=C2C(=N1)SC(=N2)NC(OC(C)(C)C)=O tert-butyl (5-(2-methoxyethoxy)thiazolo[5,4-b]pyridin-2-yl)carbamate